4-(3-(4-((1H-pyrazol-4-yl)ethynyl)phenyl)-1-methyl-1H-pyrazol-4-yl)pyridine (S)-Benzyl-1-((S)-2-(methoxycarbonylamino)-3-methylbutanoyl)pyrrolidine-2-carboxylate C(C1=CC=CC=C1)OC(=O)[C@H]1N(CCC1)C([C@H](C(C)C)NC(=O)OC)=O.N1N=CC(=C1)C#CC1=CC=C(C=C1)C1=NN(C=C1C1=CC=NC=C1)C